2-methyl-N,N-bis(methyl-d3)-4-(4,4,5,5-tetramethyl-1,3,2-dioxaborolan-2-yl)benzamide CC1=C(C(=O)N(C([2H])([2H])[2H])C([2H])([2H])[2H])C=CC(=C1)B1OC(C(O1)(C)C)(C)C